1-butyl-4-(3-(trimethoxysilyl)propyl)piperazine C(CCC)N1CCN(CC1)CCC[Si](OC)(OC)OC